C(C1=CC=CC=C1)O[C@H]1[C@H]([C@@H](O[C@]1(C#N)COCC1=CC=CC=C1)N1C(N=C(C(=C1)F)NC(C1=CC=CC=C1)=O)=O)O N-[1-[(2R,3R,4S,5R)-4-benzyloxy-5-(benzyloxymethyl)-5-cyano-3-hydroxy-tetrahydrofuran-2-yl]-5-fluoro-2-oxo-pyrimidin-4-yl]benzamide